3,3-dimethyl-1-hydroxyethyl-9'-methoxyspiro[benz[g]-indoline-2,3'-[3H]-naphtho[2,1-b][1,4]oxazine] CC1(C2=CC=C3C(=C2NC12C(=NC1=C(O2)C=CC2=CC=C(C=C21)OC)C(C)O)C=CC=C3)C